C(CC(=O)C)(=O)C(O)C(O)CO Acetoacetyl-glycerol